COC=1C=C(C=CC1OC)C=1NC2=CC=C(C=C2C1C(C)C)C1=NN=C(O1)C(=O)N1CCN(CC1)C(C)=O 1-(4-(5-(2-(3,4-dimethoxyphenyl)-3-isopropyl-1H-indol-5-yl)-1,3,4-oxadiazol-2-carbonyl)piperazin-1-yl)ethan-1-one